N1(C=NC=C1)C=1C=C(C=C(C1)OC)NC1=CC=NC2=CC=C(C=C12)OC N-(3-(1H-Imidazol-1-yl)-5-Methoxyphenyl)-6-methoxyquinolin-4-amine